(2S,3R)-3-((R)-2-aminopropionamido)-2-hydroxyl-4-phenyl-N-(pyridin-2-ylmethyl)butanamide hydrochloride Cl.N[C@@H](C(=O)N[C@@H]([C@@H](C(=O)NCC1=NC=CC=C1)O)CC1=CC=CC=C1)C